C(C)(C)(C)OC1CC(C12CCC2)NC(=O)[C@@H]2N(C[C@H](C2)O)C([C@@H](C(C)(C)C)N2N=NC(=C2)C2CC2)=O (2R,4S)-N-(3-tert-butoxyspiro[3.3]heptan-1-yl)-1-[(2R)-2-(4-cyclopropyltriazol-1-yl)-3,3-dimethyl-butanoyl]-4-hydroxy-pyrrolidine-2-carboxamide